COC1=CC=C(C=C1)C1N(CC(C1C(=O)[O-])C1=CC2=C(OCO2)C=C1)CC(=O)N(CCCC)CCCC 2-(4-methoxyphenyl)-4-(1,3-benzodioxol-5-yl)-1-(N,N-di(n-butyl)aminocarbonylmethyl)pyrrolidine-3-carboxylate